2-(2-(But-1-yn-1-yl-d5)-5-fluoropyridin-4-yl)piperazine-1-carboxylate C(#CC(C([2H])([2H])[2H])([2H])[2H])C1=NC=C(C(=C1)C1N(CCNC1)C(=O)[O-])F